CP(=O)(C)NC1=CC=CC=C1 (dimethylphosphineoyl)aniline